C1(CC1)CN1N=C(C=C1C(=O)O)C 1-(cyclopropylmethyl)-3-methyl-1H-pyrazole-5-carboxylic acid